1,3,4-Trifluoro-1-butene FC=CC(CF)F